3-2-ethyl-1,3-butadiene CCC(C=C)=C